BrC=1C=C(NC2(CCC3(C(N(C4=CC=C(C=C34)C)C)=O)CC2)C(=O)O)C=CC1 (1r,4r)-4-(3-bromoanilino)-1',5'-dimethyl-2'-oxo-1',2'-dihydrospiro[cyclohexane-1,3'-indole]-4-carboxylic acid